tetrabutyl-ammonium C(CCC)[N+](CCCC)(CCCC)CCCC